trans-4-fluoro-3-hydroxy-piperidine F[C@H]1[C@@H](CNCC1)O